FC1([C@H](CN(CC1)C(C(=O)N)C)C1=CNC(C=C1)=O)F 2-((S)-4,4-difluoro-3-(6-oxo-1,6-dihydropyridin-3-yl)piperidin-1-yl)propanamide